C(CCC)OCOCCCC(CC(CC(CC(CC(CC(CC(CC(C)O)C)C)C)C)C)C)C 18-hydroxy-4,6,8,10,12,14,16-heptamethylnonadecyl butyloxymethyl ether